(R)-(8-(3-fluorophenyl)-6-azaspiro[3.4]octan-6-yl)(3-hydroxyisoxazol-5-yl)methanone FC=1C=C(C=CC1)[C@H]1CN(CC12CCC2)C(=O)C2=CC(=NO2)O